C(C=C)(=O)OCCCCCCCCCCCCCCCCC[Si](I)(I)I acryloxyheptadecyltriiodosilane